O=C1NCCC1CC1=CC=C(C(=O)OC)C=C1 methyl 4-((2-oxopyrrolidin-3-yl)methyl)benzoate